O=C1N(C(CC1)=O)N([C@@H](CC(C)C)C(=O)O)C(=O)OC(C)(C)C.FC(C=1C=CC=2N(N1)C(=CN2)C2=CC(=NC=C2)N2CC(CC(C2)O)CNS(=O)(=O)C)F N-((1-(4-(6-(difluoromethyl)imidazo[1,2-b]pyridazin-3-yl)pyridin-2-yl)-5-hydroxypiperidin-3-yl)methyl)methanesulfonamide 2,5-dioxopyrrolidin-1-yl-(tert-butoxycarbonyl)-L-leucinate